NC1=NC=2C=CC(=CC2C2=C1C(OC2)C)C(=O)N(CC2=NC=C(C=C2)C#N)CC2(CC2)C#N 4-amino-N-((1-cyanocyclopropyl)methyl)-N-((5-cyanopyridin-2-yl)methyl)-3-methyl-1,3-dihydrofuro[3,4-c]quinoline-8-carboxamide